4-(4-ethynylphenyl)piperazine-1-carboxylic acid tert-butyl ester C(C)(C)(C)OC(=O)N1CCN(CC1)C1=CC=C(C=C1)C#C